tert-Butyl (2-aminoethoxy)carbamate NCCONC(OC(C)(C)C)=O